C(C)(C)(C)OC(=O)N1C[C@@H](CCC1)NC=1N=NC(=C(C1)C(F)(F)F)Cl (3R)-3-[[6-chloro-5-(trifluoromethyl)pyridazin-3-yl]amino]piperidine-1-carboxylic acid tert-butyl ester